C(C1=CC=CC=C1)C=1C=NN(C1)CC1=C(N=NN1C)C1=CC=C(C(=N1)C)O[C@@H]1C[C@H](CCC1)C(=O)O (1S,3S)-3-((6-(5-((4-benzyl-1H-pyrazol-1-yl)methyl)-1-methyl-1H-1,2,3-triazol-4-yl)-2-methylpyridin-3-yl)oxy)cyclohexane-1-carboxylic acid